benzyl (1-oxopent-4-en-2-yl)carbamate O=CC(CC=C)NC(OCC1=CC=CC=C1)=O